COC=1C=2N(C=C(C1)C=1C=NN(C1C)C1CCN(CC1)CC=C)N=CC2 1-[4-[4-(4-Methoxypyrazolo[1,5-a]pyridin-6-yl)-5-methyl-pyrazol-1-yl]-1-piperidinyl]prop-2-en